tert-butyl 4-(4-amino-5-(4-(2-oxo-1-phenyl-2,4,5,6-tetrahydro-1H-pyrrolo[1,2-b]pyrazole-3-carboxamido)phenyl)pyrrolo[2,1-f][1,2,4]triazin-7-yl)piperidine-1-carboxylate NC1=NC=NN2C1=C(C=C2C2CCN(CC2)C(=O)OC(C)(C)C)C2=CC=C(C=C2)NC(=O)C2=C1N(N(C2=O)C2=CC=CC=C2)CCC1